C(C)OC(=O)C1=COC2=CC=CC=C2C1 4H-chromene-3-carboxylic acid ethyl ester